NC1=CC=C(C=C1)C1=NC=NC=2NC(CN(C12)C)=O 4-(4-aminophenyl)-5-methyl-5,8-dihydro-pteridin-7(6H)-one